N1N=NC=C1N 1H-1,2,3-triazole-5-amine